FC1=CC=C(CSC2=NC=3C(N(C=CC3)C(C(=O)NC3=C(C=CC(=C3)NC3CCNCC3)C)CC)=N2)C=C1 2-(2-((4-fluorobenzyl)thio)-4H-imidazo[4,5-b]pyridin-4-yl)-N-(2-methyl-5-(piperidin-4-ylamino)phenyl)butanamide